NC1=C(C=C(C=N1)NC(C(=O)N1[C@H](CCCC1)C(C)C)=O)C N-(6-amino-5-methyl-3-pyridyl)-2-[(2R)-2-isopropyl-1-piperidyl]-2-oxo-acetamide